tert-butyl ((3S,4S,7R)-4,7-dimethyl-1-((2-nitrophenyl)sulfonyl)azepan-3-yl)carbamate C[C@@H]1[C@@H](CN([C@@H](CC1)C)S(=O)(=O)C1=C(C=CC=C1)[N+](=O)[O-])NC(OC(C)(C)C)=O